tert-butyl N-tert-butoxycarbonyl-N-((3-(3-cyclopropyl-4-(2-(dimethylamino)phenyl)pyrazol-1-yl)cyclobutyl)methyl)carbamate C(C)(C)(C)OC(=O)N(C(OC(C)(C)C)=O)CC1CC(C1)N1N=C(C(=C1)C1=C(C=CC=C1)N(C)C)C1CC1